FC=1C=C(C=CC1)[C@@H](C)N(C(=O)OCC1OC(OC1C=1C=NC(=NC1)Cl)(C)C)C1=C(N=NN1C)C1=NC(=C(C=C1)NS(=O)(=O)CC)C (2,2-dimethyl-5-(2-chloropyrimidin-5-yl)-1,3-dioxolan-4-yl)methanol (R)-1-(3-fluorophenyl)ethyl-(4-(5-(ethylsulfonamido)-6-methylpyridin-2-yl)-1-methyl-1H-1,2,3-triazol-5-yl)carbamate